C(C)(=O)N1CC(C1)OC1=CC2=C(N=C(N=C2N[C@H](C)C2=C(C(=CC=C2)C(F)F)F)C)NC1=O |r| Rac-(R)-6-((1-Acetylazetidin-3-yl)oxy)-4-((1-(3-(difluoromethyl)-2-fluorophenyl)ethyl)amino)-2-methylpyrido[2,3-d]pyrimidin-7(8H)-one